N-[(carboxymethoxy)methyl]Glycinamid C(=O)(O)COCNC(CN)=O